(2R)-N-((R or S)-(3-chloro-4-(trifluoro-methoxy)phenyl)(1-(trifluoromethyl)-1H-pyrazol-4-yl)methyl)-2-methyl-3-oxopiperazine-1-carboxamide ClC=1C=C(C=CC1OC(F)(F)F)[C@@H](NC(=O)N1[C@@H](C(NCC1)=O)C)C=1C=NN(C1)C(F)(F)F |o1:12|